N,N-bis-t-butoxycarbonyl-4-methyl-5-(5-trifluoromethanesulfonyl-6-methoxypyridin-3-yl)-1,3-thiazol-2-amine C(C)(C)(C)OC(=O)N(C=1SC(=C(N1)C)C=1C=NC(=C(C1)S(=O)(=O)C(F)(F)F)OC)C(=O)OC(C)(C)C